2-methoxy-1-methyl-1H-pyrazol CON1N(C=CC1)C